OC1=CC(=C(C=C1C(C)(CC)C)[O-])C(C)(CC)C 4-hydroxy-2,5-bis(2-methylbut-2-yl)phenolate